ClC=1C=C2C(=C(C(NC2=CC1)=O)C(\C=C\C=1C=C2C=CN(C2=CC1)CC)=O)C1=CC=CC=C1 6-chloro-3-[(E)-3-(1-ethylindol-5-yl)prop-2-enoyl]-4-phenyl-1H-quinolin-2-one